(S)-1-(5-chloro-2-(3-(morpholinomethyl)-1,2,3,4-tetrahydroisoquinoline-2-carbonyl)pyridin-3-yl)-5-methyl-1H-pyrazole-3-carboxylic acid ClC=1C=C(C(=NC1)C(=O)N1CC2=CC=CC=C2C[C@H]1CN1CCOCC1)N1N=C(C=C1C)C(=O)O